NC1=C(C=C(C=N1)C=1C=C(C=CC1)CO)C1=CC(=CC=C1)N(C)C [3-[6-amino-5-[3-(dimethylamino)phenyl]-3-pyridyl]phenyl]methanol